ClC1=C(C=C(C=C1)C1=CNC=2N=CN(C(C21)=O)CC(N2CCCC2)=O)F 5-(4-chloro-3-fluorophenyl)-3-(2-oxo-2-(pyrrolidin-1-yl)ethyl)-3H-pyrrolo[2,3-d]pyrimidin-4(7H)-one